2-Aminodibenzothiophene NC1=CC2=C(SC3=C2C=CC=C3)C=C1